Cl.N1=C(N)N=C(N)N=C1N melamine hydrochloride salt